BrC=1C=CC(=C(NC2=CC(=CC=C2)C(F)(F)F)C1)C=1N=CN(C1)C 5-bromo-2-(1-methylimidazol-4-yl)-N-[3-(trifluoromethyl)phenyl]aniline